NC1(CCCCC1)N(C=O)CCN(C)C 1-Amino-N-(2-dimethylaminoethyl)cyclohexyl-formamide